OC(=O)C(F)(F)F.NCC1CC(C1)OC1=CC=C(C=C1)NC(=O)NCC=1C=C2CN(C(C2=CC1)=O)C1C(NC(CC1)=O)=O 1-(4-((1s,3s)-3-(aminomethyl)cyclobutoxy)phenyl)-3-((2-(2,6-dioxopiperidin-3-yl)-1-oxoisoindolin-5-yl)methyl)urea TFA salt